(4-(6-((4-cyano-2-fluorobenzyl) oxy) pyridin-2-yl) piperidin-1-yl) methyl-1-(oxetan-2-ylmethyl)-4-(prop-1-yn-1-yl)-1H-benzo[d]imidazole-6-carboxylate CC1=NC2=C(N1CC1OCC1)C=C(C=C2C#CC)C(=O)ON2CCC(CC2)C2=NC(=CC=C2)OCC2=C(C=C(C=C2)C#N)F